CC([C@H](C(=O)N[C@@H](C)C1=CC=C(C(=O)O)C=C1)OC(C)C1=CC=C(C=C1)C(F)(F)F)C 4-((1S)-1-((2R)-3-methyl-2-(1-(4-(trifluoromethyl)phenyl)ethoxy)butanamido)ethyl)benzoic acid